tert-butyl N-(8-sulfanyl-1-oxaspiro[4.5]decan-3-yl)carbamate SC1CCC2(CC(CO2)NC(OC(C)(C)C)=O)CC1